cis-6-chloro-5-((3-((S)-3-(3,5-difluorophenyl)isoxazolidine-2-carbonyl)-3-methylcyclobutyl)amino)pyrimidine-4-carboxamide ClC1=C(C(=NC=N1)C(=O)N)NC1CC(C1)(C)C(=O)N1OCC[C@H]1C1=CC(=CC(=C1)F)F